O=C1C2=C(C=NN1COCC[Si](C)(C)C)N(C=C2)[C@@H](C(=O)O)C (R)-2-(4-oxo-5-((2-(trimethylsilyl)ethoxy)methyl)-4,5-dihydro-1H-pyrrolo[2,3-d]pyridazin-1-yl)propionic acid